COC(=O)C=1SC=C(C1NC(C[N+]1(CCCC1)CC(N[C@@H](C)C1=CC=CC=C1)=O)=O)C (S)-1-(2-((2-(methoxycarbonyl)-4-methylthiophen-3-yl)amino)-2-oxoethyl)-1-(2-oxo-2-((1-phenylethyl)amino)ethyl)pyrrolidin-1-ium